N-(6-(furan-3-yl)-5-(hydroxymethyl)pyridin-3-yl)cyclopropanecarboxamide O1C=C(C=C1)C1=C(C=C(C=N1)NC(=O)C1CC1)CO